CN(C1=C(C=CC(=C1)C(=O)OC)C1N(CCCC1)CC1=C2C=CN(C2=C(C=C1OC)C)C(=O)OC(C)(C)C)C tert-butyl 4-({2-[2-(dimethylamino)-4-(methoxycarbonyl)phenyl]piperidin-1-yl}methyl)-5-methoxy-7-methylindole-1-carboxylate